C(CCCCCCCCCCCCCCC)(=O)OCC(COC(CCCCCCCCCCCCCCC)=O)OC(CCCOC(CC\C(=C\CC=1C(=C2C(OCC2=C(C1OC)C)=O)OCC=C)\C)=O)=O (E)-2-((4-((6-(4-(Allyloxy)-6-methoxy-7-methyl-3-oxo-1,3-dihydroisobenzofuran-5-yl)-4-methylhex-4-enoyl)oxy) butanoyl)oxy)propane-1,3-diyl dipalmitate